C(C)(C)N1CCN(CC1)C1CCN(CC1)C1=C(C=C(C(=C1)OC)NC1=NC=NC(=C1)N1OCC[C@@H]1C1=CC=CC2=CC=CC=C12)NC(C=C)=O N-(2-(4-(4-isopropylpiperazine-1-yl)piperidine-1-yl)-4-methoxy-5-((6-((R)-3-(naphthalene-1-yl)isoxazolidine-2-yl)pyrimidine-4-yl)amino)phenyl)acrylamide